BrC=1C=CC2=C(CC(O2)(C)CS(=O)(=O)[O-])C1 (5-Bromo-2-methyl-2,3-dihydrobenzofuran-2-yl)methanesulfonate